(R)-6-chloro-3-((1-(2-(1-(5-cyano-3-methylpyridin-2-yl)piperidin-4-yl)-3,6-dimethyl-4-oxo-3,4-dihydroquinazolin-8-yl)ethyl)amino)-N-(methylsulfonyl)picolinamide ClC1=CC=C(C(=N1)C(=O)NS(=O)(=O)C)N[C@H](C)C=1C=C(C=C2C(N(C(=NC12)C1CCN(CC1)C1=NC=C(C=C1C)C#N)C)=O)C